N1=CC=CC2=CC=CC(=C12)NC(CC1CCCC1)=O N-(quinolin-8-yl)-2-cyclopentylacetamide